1'-(oxetan-3-yl)-1-((1s,3s)-3-(piperidin-1-yl)cyclobutyl)spiro[indoline-3,4'-piperidine]-2-one O1CC(C1)N1CCC2(CC1)C(N(C1=CC=CC=C12)C1CC(C1)N1CCCCC1)=O